C1(=CC=C(C=C1)/C=C/[SiH2]C1=CC=CC=C1)C1=CC=CC=C1 (E)-(2-([1,1'-biphenyl]-4-yl)vinyl)(phenyl)silane